7,12-dihydroxy-4-cholesten-3-one OC1[C@H]2[C@@H]3CC[C@H]([C@@H](CCCC(C)C)C)[C@]3(C(C[C@@H]2[C@]2(CCC(C=C2C1)=O)C)O)C